2-(1-(3-(benzyloxy)-4-fluorophenyl)ethyl)-10H-phenothiazine C(C1=CC=CC=C1)OC=1C=C(C=CC1F)C(C)C1=CC=2NC3=CC=CC=C3SC2C=C1